bromo-4'H-spiro[cyclopropane-1,3'-pyrazino[1,2-b]indazole]-1'(2'H)-one BrN1C(C=2N(N=C3C=CC=CC23)CC12CC2)=O